FC=1C(N(C=C(C1)C=1N=NC(=CC1)NC1C[C@@H]2[C@@H](CN(C2)CC2CCOCC2)C1)C)=O 3-fluoro-1-methyl-5-(6-(((3aR,5s,6aS)-2-((tetrahydro-2H-pyran-4-yl)methyl)octahydrocyclopenta[c]pyrrol-5-yl)amino)pyridazin-3-yl)pyridin-2(1H)-one